dimethylvinylacetoxySilane CC(=CCC(=O)O[SiH3])C